CN1N=CC(=C1)B1OC(C(O1)(C)C)(C)C 1-methyl-4-(tetramethyl-1,3,2-dioxaborolan-2-yl)pyrazole